NC1=CC=C(C(=N1)C)CNC([C@H](C)NC(=O)[C@@H]1N(CC[C@@H](C1)C1=CC=CC=C1)C)=O (2R,4S)-N-((S)-1-(((6-amino-2-methylpyridin-3-yl)methyl)amino)-1-oxopropan-2-yl)-1-methyl-4-phenylpiperidine-2-carboxamide